FC1=CC=C(C=C1)C1=C(C(=C(C=C1)C)C=1C(NC2(C1O)CCC(CC2)=O)=O)C 3-(4'-fluoro-2,4-dimethylbiphenyl-3-yl)-4-hydroxy-8-oxo-1-azaspiro[4.5]dec-3-en-2-one